CS(=O)(C)=NC1CCN(CC1)CCNC1=C(C=C(C=C1)S(=O)(=O)NC(C1=CC=CC=C1)=O)[N+](=O)[O-] N-((4-((2-(4-((dimethyl(oxo)-λ6-sulfaneylidene)amino)piperidin-1-yl)ethyl)amino)-3-nitrophenyl)sulfonyl)benzamide